4-[[1-(2-trimethylsilylethoxymethyl)imidazol-2-yl]sulfonimidoyl]benzoic acid C[Si](CCOCN1C(=NC=C1)S(=O)(=N)C1=CC=C(C(=O)O)C=C1)(C)C